[Si](C)(C)(C(C)(C)C)OCC(=CC(=O)OC)CO[Si](C)(C)C(C)(C)C methyl 4-[tert-butyl(dimethyl)silyl]oxy-3-[[tert-butyl(dimethyl)silyl]oxymethyl]but-2-enoate